N-(1-(5-(ethylsulfonyl)pyridin-2-yl)-2-hydroxyethyl)-2-(trifluoromethyl)-1H-benzo[d]Imidazole-5-carboxamide C(C)S(=O)(=O)C=1C=CC(=NC1)C(CO)NC(=O)C1=CC2=C(NC(=N2)C(F)(F)F)C=C1